6-((4-fluorophenoxy)carbonyl)-L-lysine FC1=CC=C(OC(=O)C(CCC[C@H](N)C(=O)O)N)C=C1